C[NH+]1C[C@@H](C=C2C=3C=CC=C4NC=C(C[C@@H]12)C34)C(N(N3C[C@H]4CC[C@@H](C3)O4)C)=O (4R,6R,7R)-6-methyl-4-{methyl[(1R,5S)-8-oxa-3-azabicyclo[3.2.1]octan-3-yl]carbamoyl}-6,11-diazatetracyclo[7.6.1.02,7.012,16]hexadeca-1(16),2,9,12,14-pentaen-6-ium